5-Chloro-2-fluoro-4-(2-methyl-1H-benzo[d]imidazol-5-yl)aniline ClC=1C(=CC(=C(N)C1)F)C1=CC2=C(NC(=N2)C)C=C1